((5-isobutyl-4-methyl-3-(3-methyl-4-((2-methyl-1H-imidazol-1-yl)methyl)phenyl)thiophen-2-yl)sulfonyl)carbamic acid methyl ester COC(NS(=O)(=O)C=1SC(=C(C1C1=CC(=C(C=C1)CN1C(=NC=C1)C)C)C)CC(C)C)=O